N-(8-bromo-1-oxo-3,5-dihydro-2H-4,1λ6-benzoxathiepin-1-ylidene)-2,2,2-trifluoro-acetamide BrC1=CC2=C(COCCS2(=O)=NC(C(F)(F)F)=O)C=C1